C1(CC1)C1=C(CN2CC3(C2)CN(C(C3)=O)C3=CC=C(C(=O)OC)C=C3)C=C(C(=C1)C)OCC methyl 4-(2-(2-cyclopropyl-5-ethoxy-4-methylbenzyl)-7-oxo-2,6-diazaspiro[3.4]octan-6-yl)benzoate